ClC1=CC(=C(C(=C1)C)O)C 4-chloro-2,6-dimethylphenol